6-Hydroxy-2'-(4-(pentafluoro-λ6-sulfaneyl)phenoxy)-[3,3'-bipyridine]-5-carbonitrile OC1=C(C=C(C=N1)C=1C(=NC=CC1)OC1=CC=C(C=C1)S(F)(F)(F)(F)F)C#N